ethyl 5-(4-fluorophenyl)isoxazole-3-carboxylate FC1=CC=C(C=C1)C1=CC(=NO1)C(=O)OCC